(S)-1-(6-((2-amino-3-chloropyridin-4-yl)thio)pyrido[2,3-b]pyrazin-2-yl)-1',3'-dihydrospiro[azetidine-3,2'-inden]-1'-amine NC1=NC=CC(=C1Cl)SC=1C=CC=2C(=NC=C(N2)N2CC3([C@H](C4=CC=CC=C4C3)N)C2)N1